1-propyl-2,3-dimethylimidazole bromide salt [Br-].C(CC)N1C(N(C=C1)C)C